3-(1'-((3-methyl-2-oxo-2,3-dihydrobenzo[d]oxazol-5-yl)methyl)-6-oxo-6,8-dihydro-2H,7H-spiro[furo[2,3-e]isoindole-3,4'-piperidin]-7-yl)piperidine-2,6-dione CN1C(OC2=C1C=C(C=C2)CN2CCC1(CC2)COC2=C3CN(C(C3=CC=C21)=O)C2C(NC(CC2)=O)=O)=O